3-(3-chlorobenzyl)-6-((2,3-dihydro[1,4]benzodioxin-6-yl)methyl)-2,3,4,6-tetrahydropyrido[3,4-c][1,8]naphthyridine-5(1H)-one ClC=1C=C(CN2CC=3C(N(C=4N=CC=CC4C3CC2)CC2=CC3=C(OCCO3)C=C2)=O)C=CC1